N1=CC=C(C=C1)C[C@@H]1[C@@H](NCC1)C(=O)OCC ethyl (2R,3S)-3-(pyridin-4-ylmethyl)pyrrolidine-2-carboxylate